N-(8-(methylamino)-5-(4-(4,4,5,5-tetramethyl-1,3,2-dioxaborolan-2-yl)benzo[d]oxazol-2-yl)-2,7-naphthyridin-3-yl)cyclopropanecarboxamide CNC=1N=CC(=C2C=C(N=CC12)NC(=O)C1CC1)C=1OC2=C(N1)C(=CC=C2)B2OC(C(O2)(C)C)(C)C